C(C)N(CCOC1=CC=2C(C3=CC(=CC=C3C2C=C1)OCCN(CC)CC)=O)CC 2,7-bis(2-diethylaminoethoxy)fluoren-9-one